(2S)-2-[4-bromo-2-(4-ethoxy-4,5-dihydroisoxazol-3-yl)phenoxy]-3-methylbutanoic acid tert-butyl ester C(C)(C)(C)OC([C@H](C(C)C)OC1=C(C=C(C=C1)Br)C1=NOCC1OCC)=O